NC1=C(C(=O)NC=2SC(=C(N2)C)[N+](=O)[O-])C=CC=C1 2-amino-N-(4-methyl-nitrothiazol-2-yl)benzamide